4-(4-((1R,5S)-8,8-difluoro-3-azabicyclo[3.2.1]octan-3-yl)-8-fluoro-2-((tetrahydro-1H-pyrrolizin-7a(5H)-yl)methoxy)pyrido[4,3-d]pyrimidin-7-yl)-5-ethynylnaphthalen-2-ol FC1([C@H]2CN(C[C@@H]1CC2)C=2C1=C(N=C(N2)OCC23CCCN3CCC2)C(=C(N=C1)C1=CC(=CC2=CC=CC(=C12)C#C)O)F)F